6-(5-chloro-2-fluorophenyl)-N-{3H-imidazo[4,5-b]pyridin-7-yl}-2H,3H,4H-pyrido[3,2-b][1,4]oxazin-8-amine ClC=1C=CC(=C(C1)C=1C=C(C=2OCCNC2N1)NC1=C2C(=NC=C1)NC=N2)F